Tert-butyl 6-bromo-3-(ethylamino)-1H-indazole-1-carboxylate BrC1=CC=C2C(=NN(C2=C1)C(=O)OC(C)(C)C)NCC